C(C)(C)(C)OC(=O)N1[C@H]2CN(C[C@@H]1CC2)C2=NC(=C(C1=CC(=CC=C21)C2=CC(=CC1=CC=CC=C21)OCOC)C#N)Cl (1R,5S)-3-(3-chloro-4-cyano-6-(3-(methoxymethoxy)naphthalen-1-yl)isoquinolin-1-yl)-3,8-diazabicyclo[3.2.1]octane-8-carboxylic acid tert-butyl ester